N[C@@]1([C@H](O)[C@H](O)[C@@H](CO)O1)N1C(=O)NC(=O)C=C1 amino-uridine